FC1CN(C1)C1=C(C(=C(N=N1)OC1=C(C=C(C=C1)F)C)C(=O)NC1=CN=NC=C1)C 6-(3-Fluoroazetidin-1-yl)-3-(4-fluoro-2-methyl-phenoxy)-5-methyl-N-pyridazin-4-yl-pyridazine-4-carboxamide